2-{[6-hexyl-4-(pyridin-4-yl)quinolin-2-yl]oxy}propanoic acid C(CCCCC)C=1C=C2C(=CC(=NC2=CC1)OC(C(=O)O)C)C1=CC=NC=C1